N1(N=NC2=C1C=CC=C2)C(=O)C=2C(=NC(=NC2)SC)NC2=CC=C(C=C2)OC 5-(1,2,3-benzotriazole-1-carbonyl)-N-(4-methoxyphenyl)-2-(methylsulfanyl)pyrimidin-4-amine